N-(5-(2-(2,2-dimethylpyrrolidin-1-yl)acetamido)-2-methylpyridin-3-yl)-6-(pyridin-3-yl)pyrazolo[1,5-a]pyrazine-3-carboxamide CC1(N(CCC1)CC(=O)NC=1C=C(C(=NC1)C)NC(=O)C=1C=NN2C1C=NC(=C2)C=2C=NC=CC2)C